(3R)-pyrrolidin-3-ylcarbamate hydrochloride Cl.N1C[C@@H](CC1)NC(O)=O